4-(3,5-dichloro-phenoxy)-3-[(3S)-(1H-indol-3-ylmethyl)-piperazine-1-sulfonyl]-benzonitrile ClC=1C=C(OC2=C(C=C(C#N)C=C2)S(=O)(=O)N2C(CNCC2)CC2=CNC3=CC=CC=C23)C=C(C1)Cl